FC(C1(CC1)C(=O)N1CC2(C1)CNCC2C(=O)O)(F)F 2-[1-(trifluoromethyl)cyclopropanecarbonyl]-2,6-diazaspiro[3.4]octane-8-carboxylic acid